C(#C)C=1CCN(CC1)CC(=O)N 2-(4-Ethynyl-3,6-dihydropyridin-1(2H)-yl)acetamide